C(C1=CC=CC=C1)N1C(OC[C@H]1C=O)=O (S)-3-benzyl-2-oxooxazolidine-4-carbaldehyde